N2-[2-methoxy-4-[4-(4-methyl-1-piperazinyl)-1-piperidinyl]phenyl]-N4-[2-[(1-methylethyl)sulfonyl]phenyl]-1,3,5-triazine-2,4-diamine CC(C)S(=O)(=O)C1=CC=CC=C1NC2=NC(=NC=N2)NC3=C(C=C(C=C3)N4CCC(CC4)N5CCN(CC5)C)OC